5-(1-isopropyl-2-methyl-1H-imidazo[4,5-b]pyridin-6-yl)-N-neopentyl-7H-pyrrolo[2,3-d]pyrimidin-2-amine C(C)(C)N1C(=NC2=NC=C(C=C21)C2=CNC=1N=C(N=CC12)NCC(C)(C)C)C